C(#N)N1[C@H]2[C@@H](C[C@@H]1CC2)NC(=O)[C@@H]2CN(CC2)C2=C(C(=CC(=C2)Cl)Cl)Cl (3S)-N-((1R,2R,4S)-7-cyano-7-azabicyclo[2.2.1]heptan-2-yl)-1-(2,3,5-trichlorophenyl)-3-pyrrolidinecarboxamide